FC(COC)(F)C=1C=C(C=CC1)[C@@H](C)N (R)-1-[3-(1,1-difluoro-2-methoxyethyl)phenyl]ethan-1-amine